Cl.C(CCCCCCCCC)C1=CC=C(C=C1)C1=NOC(=N1)[C@H]1C[C@H](CCC1)N |r| (±)-cis-3-(3-(4-decylphenyl)-1,2,4-oxadiazol-5-yl)cyclohexan-1-amine hydrochloride